C(CCCCCCCCCCCCCCCCC)(=O)OCCCCCCCCCCCCCCCCCCCC eicosyl stearate